[Cl-].NC1=NC=C(C(=N1)C(F)F)C1=NC(=NC(=N1)N1CCOCC1)N1CCN(CC1)C(CNC(=O)C1CC[NH2+]CC1)=O 4-((2-(4-(4-(2-amino-4-(difluoromethyl)pyrimidin-5-yl)-6-morpholino-1,3,5-triazin-2-yl)piperazin-1-yl)-2-oxoethyl)carbamoyl)piperidin-1-ium chloride